C(C)OC(=O)C=1C=NN(C1)C1=NC=C(C=C1)C1OCCO1 1-(5-(1,3-Dioxolan-2-yl)pyridin-2-yl)-1H-pyrazole-4-carboxylic acid ethyl ester